BrCCOCCOCCOC 1-bromo-2-(2-(2-methoxyethoxy)ethoxy)ethane